pyrimidinedione C1=CNC(=O)NC1=O